ClC=1C=C(C=CC1C(=O)N1CCN(CC1)C(CN(C)C)=O)NC(=O)C=1N(C(=CN1)C1=CC=C(C=C1)C=1C(=NN(C1)COCC[Si](C)(C)C)C)C N-[3-chloro-4-[4-[2-(dimethylamino)acetyl]piperazine-1-carbonyl]phenyl]-1-methyl-5-[4-[3-methyl-1-(2-trimethylsilylethoxymethyl)pyrazol-4-yl]phenyl]imidazole-2-carboxamide